OC1C2CCCC(C1)N2C(=O)OCC2=CC=CC=C2 benzyl 6-hydroxy-8-azabicyclo[3.2.1]octane-8-carboxylate